C(C)(C)(C)OC(=O)N1CC2(C1)CN(C2)C2=CC(=C(C=C2)OC2CC2)N 6-(3-amino-4-cyclopropoxyphenyl)-2,6-diazaspiro[3.3]heptane-2-carboxylic acid tert-butyl ester